N-((3-fluoro-4-((4-fluoro-1-(3-oxetanyl)piperidin-4-yl)methoxy)-5-nitrophenyl)sulfonyl)benzamide FC=1C=C(C=C(C1OCC1(CCN(CC1)C1COC1)F)[N+](=O)[O-])S(=O)(=O)NC(C1=CC=CC=C1)=O